3-amino-1,2-dihydropyridine NC=1CNC=CC1